OC=1C(=CC=2C(C3=CC=CC=C3C(C2C1O)=O)=O)NS(=O)(=O)C1=CC=C(C=C1)N1CC(CC(C1)C)C N-(3,4-dihydroxy-9,10-dioxo-9,10-dihydroanthracen-2-yl)-4-(3,5-dimethylpiperidin-1-yl)benzenesulfonamide